FC1(OC(OC1(F)F)(C(=O)F)C(F)(F)F)C(F)(F)F perfluoro-2,4-dimethyl-2-fluorocarbonyl-1,3-dioxolane